(6-((5-chloro-2-((1,5-dimethyl-1H-indazol-6-yl)amino)pyrimidin-4-yl)amino)-2,3-dimethylphenyl)dimethylphosphine ClC=1C(=NC(=NC1)NC1=C(C=C2C=NN(C2=C1)C)C)NC1=CC=C(C(=C1P(C)C)C)C